COC1=CC=C(CC2CCOC2=O)C=C1 4-(4-methoxybenzyl)-5-oxo-2,3,4,5-tetrahydrofuran